cyclohexylidene(9-fluorenyl)(cyclopentadienyl)zirconium C1(CCCCC1)=[Zr](C1C=CC=C1)C1C2=CC=CC=C2C=2C=CC=CC12